C(C)(C)(C)OC(=O)N1CC(CCC1)CC=O 3-(2-oxoethyl)piperidine-1-carboxylic acid tert-butyl ester